OC1=C(C(N(C2=NC=CC=C12)CCN1[C@@H](COCC1)C)=O)C(=O)NC1CCC(CC1)C 4-hydroxy-N-((1s,4S)-4-methylcyclohexyl)-1-(2-((R)-3-methylmorpholino)ethyl)-2-oxo-1,2-dihydro-1,8-naphthyridine-3-carboxamide